1-aminopropane-1,3-dithiol NC(CCS)S